C(C1=CC=CC=C1)OC(=O)C1CC=CNO1 oxazine-6(5H)-carboxylic acid benzyl ester